COC1=C(C=CC=C1)[C@@H](N[S@@](=O)C(C)(C)C)C=1N(C2=CC=CC=C2C1)S(=O)(=O)C1=CC=CC=C1 (S)-N-((R)-(2-methoxyphenyl)(1-(phenylsulfonyl)-1H-indol-2-yl)methyl)-2-methylpropan-2-sulfinamide